NC1=NC(=NC=2N1N=C(N2)C=2OC=CC2)NCCC2=CC=C(C(=O)N(C)C)C=C2 4-(2-(7-amino-2-(furan-2-yl)-[1,2,4]triazolo[1,5-a][1,3,5]triazine-5-ylamino)ethyl)-N,N-dimethylbenzamide